5-(1H-pyrazol-4-yl)-2-(6-((2,2,6,6-tetramethylpiperidin-4-yl)(3,3,3-trifluoropropyl)amino)pyridazin-3-yl)phenol N1N=CC(=C1)C=1C=CC(=C(C1)O)C=1N=NC(=CC1)N(CCC(F)(F)F)C1CC(NC(C1)(C)C)(C)C